ethyl 4-(4-{4-[(2,6-difluorophenyl)methyl]-5-oxo-1,2,4-triazol-1-yl}-2-fluorophenoxy)-1,3-thiazole-5-carboxylate FC1=C(C(=CC=C1)F)CN1C=NN(C1=O)C1=CC(=C(OC=2N=CSC2C(=O)OCC)C=C1)F